C(=O)O.C(C)/C/1=C(\C(=C(/CCCC1)\O)\C(=O)C1=CSC=C1)/C1=CC=CC=C1 (1E,3Z)-ethyl-3-(thiophene-3-carbonyl)-4-hydroxy-2-phenylcyclooctane-1,3-diene formate